C(C)(C)(C)N1C(C2(CC1=O)N1N(C=3C=CC=CC32)CC(C1=O)(C)C)=O 1'-(tert-Butyl)-2,2-dimethyl-2,3-dihydro-1H-spiro[pyrazolo[1,2-a]indazole-9,3'-pyrrolidine]-1,2',5'-trione